7-(methoxycarbonyl)-4-[3-(4-methoxyphenyl)-1-oxoprop-2-enyl]-1,2,3,4-tetrahydroquinoxaline-1-carboxylic acid tert-butyl ester C(C)(C)(C)OC(=O)N1CCN(C2=CC=C(C=C12)C(=O)OC)C(C=CC1=CC=C(C=C1)OC)=O